COC(C1=C(N=CC=C1)C(F)(F)F)=O 2-trifluoromethyl-nicotinic acid methyl ester